C(C1=CC=CC=C1)OC(=O)NC(C(=O)O)CC1=CNC2=CC=CC=C12 2-(benzyloxycarbonylamino)-3-(1H-indol-3-yl)propanoic acid